ClC1=NC(=C2C(=N1)NN=C2C)O[C@H]2[C@H](CN(CC2)C([2H])([2H])[2H])F 6-chloro-4-(((3S,4R)-3-fluoro-1-(methyl-d3)piperidin-4-yl)oxy)-3-methyl-1H-pyrazolo[3,4-d]pyrimidine